21-bromo-17a-hydroxypregn-4-ene-3,20-dione BrCC([C@]1(CC[C@H]2[C@@H]3CCC4=CC(CC[C@]4(C)[C@H]3CC[C@]12C)=O)O)=O